N-methyl-allylamine iron [Fe].CNCC=C